Anisyldiphenylsulfonium hexafluoro-antimonat F[Sb-](F)(F)(F)(F)F.C(C1=CC=C(C=C1)OC)[S+](C1=CC=CC=C1)C1=CC=CC=C1